BrC(CS(=O)(=O)[O-])C(CS(=O)(=O)[O-])Br.[Na+].[Na+] sodium 2,3-dibromo-1,4-butanedisulfonate